Tetraphenyl-vinyl-dihexyl-sulfonic acid sodium salt [Na].C1(=CC=CC=C1)C(CCCCC(C=C)(C1=CC=CC=C1)C1=CC=CC=C1)(S(=O)(=O)OCCCCCC)C1=CC=CC=C1